mercaptohexan SCCCCCC